O[C@H]1[C@H](CCC1)OC=1C=C2CN(C(C2=CC1)=O)C1C(NC(CC1)=O)=O 3-(5-(((1s,2r)-2-hydroxycyclopentyl)oxy)-1-oxoisoindolin-2-yl)piperidine-2,6-dione